ClC1=CN=C2C(=NC(=NN21)C2=C(C=CC=C2F)F)NC2CCN(CC2)C2CCCC2 7-chloro-N-(1-cyclopentylpiperidin-4-yl)-2-(2,6-difluorophenyl)imidazo[2,1-f][1,2,4]triazin-4-amine